COC1=C(C=CC(=C1)S(=O)(=O)C)C1NCCCCC1 2-(2-methoxy-4-methylsulfonyl-phenyl)azepane